2-((3-(2-(diisopropylamino)ethyl)-1H-indol-7-yl)oxy)-6-(hydroxymethyl)tetrahydro-2H-pyran-3,4,5-triol C(C)(C)N(CCC1=CNC2=C(C=CC=C12)OC1OC(C(C(C1O)O)O)CO)C(C)C